N-(4-(1H-pyrazol-4-yl)phenyl)-2-(2-methylpiperazin-1-yl)pyrimidin-4-amine N1N=CC(=C1)C1=CC=C(C=C1)NC1=NC(=NC=C1)N1C(CNCC1)C